1-(3,3-bis(3-(methylsulfonyl)phenyl)propyl)-4-(3-(methylsulfonyl)phenyl)piperidone CS(=O)(=O)C=1C=C(C=CC1)C(CCN1C(CC(CC1)C1=CC(=CC=C1)S(=O)(=O)C)=O)C1=CC(=CC=C1)S(=O)(=O)C